2-((3-methyl-4-(4,4,5,5-tetramethyl-1,3,2-dioxaborolan-2-yl)phenyl)amino)-2-oxo-1-(6-(trifluoromethyl) pyridin-2-yl)ethyl acetate C(C)(=O)OC(C(=O)NC1=CC(=C(C=C1)B1OC(C(O1)(C)C)(C)C)C)C1=NC(=CC=C1)C(F)(F)F